Cl\C(=C/[C@@H]1C([C@@H]1C(=O)OCC=1C(=C(C=CC1)C1=CC=CC=C1)C)(C)C)\C(F)(F)F |r| 2-methylbiphenyl-3-ylmethyl (Z)-(1RS,3RS)-3-(2-chloro-3,3,3-trifluoroprop-1-enyl)-2,2-dimethylcyclopropanecarboxylate